4,4'-(2,2,4,4-tetramethylcyclobutane-1,3-diyl)bis(oxy)bis(carbonyl)dibenzoic acid CC1(C(C(C1OC(=O)C1=CC=C(C(=O)O)C=C1)(C)C)OC(=O)C1=CC=C(C(=O)O)C=C1)C